Choline triflate S(=O)(=O)(C(F)(F)F)OCC[N+](C)(C)C